NC1=C2NC(N(C2=NC(=N1)P(=O)(CC)CC)CC=1C=NC(=CC1)Cl)=O 6-amino-9-[(6-chloro-3-pyridyl)methyl]-2-diethylphosphoryl-7H-purin-8-one